(2S,4R)-4-fluoro-N-[(S)-[6-fluoro-5-(1-methylcyclopropyl)pyridin-2-yl](phenyl)methyl]-1-[2-(3-methyl-2-oxo-2,3-dihydro-1H-1,3-benzodiazol-1-yl)acetyl]pyrrolidine-2-carboxamide F[C@@H]1C[C@H](N(C1)C(CN1C(N(C2=C1C=CC=C2)C)=O)=O)C(=O)N[C@@H](C2=CC=CC=C2)C2=NC(=C(C=C2)C2(CC2)C)F